2-(N-piperidylmethyl)-1,3-butadiene N1(CCCCC1)CC(=C)C=C